CN(CCCC(CCNC)N(C)C)C [3-(dimethylamino)propyl]-N,N,N'-trimethylpropane-1,3-diamine